5-(4-(piperazine-1-carbonyl)phenyl)-N-(3-trifluoromethylphenyl)nicotinamide N1(CCNCC1)C(=O)C1=CC=C(C=C1)C=1C=NC=C(C(=O)NC2=CC(=CC=C2)C(F)(F)F)C1